2-Chloro-N-(6-chloro-5-cyclopropyl-2-(7-fluoro-1H-indazole-4-carbonyl)pyridin-3-yl)acetamide ClCC(=O)NC=1C(=NC(=C(C1)C1CC1)Cl)C(=O)C=1C=2C=NNC2C(=CC1)F